FC(C=1C=C(C=NC1)OC1CC(C1)NC(OC(C)(C)C)=O)(F)F tert-butyl ((1r,3r)-3-((5-(trifluoromethyl)pyridin-3-yl)oxy)cyclobutyl)carbamate